BrC1=C(C=C(C=C1)C(C)(C)C)C1OCCO1 2-(2-bromo-5-tert-butyl-phenyl)-1,3-dioxolane